3-fluoro-4-methyl-naphthalene-1-carbonitrile FC=1C=C(C2=CC=CC=C2C1C)C#N